C(C)(C)(C)OC(=O)N1CC(C1)NC=1C=CC(=C(C(=O)NC(C)C2=CC=C(C3=CC=CC=C23)C#CC2CCN(CC2)CCCCC(=O)O)C1)C 5-[4-[2-[4-[1-[[5-[(1-tert-butoxycarbonylazetidin-3-yl)amino]-2-methyl-benzoyl]amino]ethyl]-1-naphthyl]ethynyl]-1-piperidyl]pentanoic acid